ClC=1C=CC(=C(C1)C=1C=C(C=2OCCNC2N1)C=1C=C(C=NC1)NC(=O)CCCN1CCN(CC1)C(=O)OC(C)(C)C)F tert-butyl 4-[3-({5-[6-(5-chloro-2-fluorophenyl)-2H,3H,4H-pyrido[3,2-b][1,4]oxazin-8-yl]pyridin-3-yl}carbamoyl)propyl]piperazine-1-carboxylate